C[Mn]C1OCCCC1 methyloxanyl-manganese